N-(4-((2-chloro-4-cyanobenzyl)oxy)phenyl)-5-fluoro-6-(1H-tetrazol-5-yl)benzofuran-3-carboxamide ClC1=C(COC2=CC=C(C=C2)NC(=O)C2=COC3=C2C=C(C(=C3)C3=NN=NN3)F)C=CC(=C1)C#N